(4-(3-hydroxyoxetan-3-yl)phenyl)(2-(4-(trifluoromethyl)phenoxy)-7-azaspiro[3.5]nonan-7-yl)methanone OC1(COC1)C1=CC=C(C=C1)C(=O)N1CCC2(CC(C2)OC2=CC=C(C=C2)C(F)(F)F)CC1